FC(N1C(N(C2=C1C=CC(=C2)[N+](=O)[O-])C(F)F)=O)F 1,3-bis(difluoromethyl)-5-nitro-1H-benzo[d]imidazol-2(3H)-one